4-(3-(6-((6-ethoxy-5-fluoropyridin-3-yl)methyl)-3,6-diazabicyclo[3.1.1]heptan-3-yl)-1H-pyrazol-1-yl)-6-(2-hydroxy-2-methylpropyloxy)pyrazolo[1,5-a]pyridine-3-carbonitrile C(C)OC1=C(C=C(C=N1)CN1C2CN(CC1C2)C2=NN(C=C2)C=2C=1N(C=C(C2)OCC(C)(C)O)N=CC1C#N)F